C1(=CC=CC=C1)COC(=O)N[C@@H](CC(C)C)C(=O)N[C@@H](CC(C)C)C(=O)O N-[(phenylmethoxy)carbonyl]-L-leucyl-L-leucine